N[C@H](C(=O)[O-])C(C)C (S)-2-amino-3-methylbutanoate